1-[2,4-di(propan-2-yl)phenyl]-N-[(3R)-1-methylpiperidin-3-yl]pyrido[3,4-d]pyridazin-4-amine CC(C)C1=C(C=CC(=C1)C(C)C)C1=C2C(=C(N=N1)N[C@H]1CN(CCC1)C)C=NC=C2